Cl.FC(C1=CC=C(C=C1)C1=C2CCNCC2=C(C=C1)N1CCOCC1)(F)F 4-(5-(4-(trifluoromethyl)phenyl)-1,2,3,4-tetrahydroisoquinolin-8-yl)morpholine hydrochloride